C(C)(C)C1=C(NC2=CC=C(C=C12)C1CCN(CC1)CCOC)C1=CC=2N(C(=C1)C)N=CN2 7-(3-isopropyl-5-(1-(2-methoxyethyl)piperidin-4-yl)-1H-indol-2-yl)-5-methyl-[1,2,4]triazolo[1,5-a]pyridine